1-methyl-4-[4-methyl-4-(5-methyl-1,3-benzoxazol-2-yl)piperidin-1-yl]-2-oxo-1,2-dihydroquinoline-3,8-dicarbonitrile CN1C(C(=C(C2=CC=CC(=C12)C#N)N1CCC(CC1)(C=1OC2=C(N1)C=C(C=C2)C)C)C#N)=O